tert-Butyl (2R,5R)-2-((R)-(3-fluorophenyl)(hydroxy)methyl)-5-(4-methoxy-phenyl)pyrrolidine-1-carboxylate FC=1C=C(C=CC1)[C@H]([C@@H]1N([C@H](CC1)C1=CC=C(C=C1)OC)C(=O)OC(C)(C)C)O